(E)-N'-(3,5-dimethoxybenzylidene)-4-(4-(trifluoromethoxy)phenyl)pyrimidine-2-carbohydrazide hydroxymethyl-phenoxyacetate OCOC(COC1=CC=CC=C1)=O.COC=1C=C(\C=N\NC(=O)C2=NC=CC(=N2)C2=CC=C(C=C2)OC(F)(F)F)C=C(C1)OC